FC1=CC=C(CC2=CC3=C(OCC(N3)C)N=C2C(=O)N)C=C1 7-(4-fluorobenzyl)-2-methyl-2,3-dihydro-1H-pyrido[2,3-b][1,4]oxazine-6-carboxamide